FC=1C=CC2=C(NC(=NS2(=O)=O)NCC2=CN=CN2C)C1[C@@H](C)C1=C(C=CC=C1)F (S)-6-fluoro-5-(1-(2-fluorophenyl)ethyl)-3-(((1-methyl-1H-imidazol-5-yl)methyl)amino)-4H-benzo[e][1,2,4]thiadiazine 1,1-dioxide